COC1=CC=2N(C=C1)C(=NN2)[C@@H]2C[C@@H](CCC2)NC(OC(C)(C)C)=O tert-butyl ((1R,3S)-3-(7-methoxy-[1,2,4]triazolo[4,3-a]pyridin-3-yl)cyclohexyl)carbamate